OCC=1C=C(N=NC1N1C[C@H](OCC1)CO)C1=C(C=C(C=C1C)C)O 2-[5-(hydroxymethyl)-6-[(2S)-2-(hydroxymethyl)morpholin-4-yl]pyridazin-3-yl]-3,5-dimethyl-phenol